3-(4-((2-aminoethyl)amino)furan-3-yl)-4-(3-bromo-4-fluorophenyl)-1,2,4-oxadiazol-5(4H)-one NCCNC=1C(=COC1)C1=NOC(N1C1=CC(=C(C=C1)F)Br)=O